3-chloro-N-(2,4-difluoro-3-(7-fluoro-3-(1H-imidazol-2-yl)-1H-indazol-6-yl)phenyl)-2-fluorobenzenesulfonamide ClC=1C(=C(C=CC1)S(=O)(=O)NC1=C(C(=C(C=C1)F)C1=CC=C2C(=NNC2=C1F)C=1NC=CN1)F)F